BrC1=C(C=C(OCC2CC3(C2)CCN(CC3)CC(=O)OCC)C=C1)C(F)(F)F ethyl 2-(2-((4-bromo-3-(trifluoromethyl)phenoxy)methyl)-7-azaspiro[3.5]nonan-7-yl)acetate